ClC1=C(\C=C/2\C(NC(C2)=O)=O)C=CC=C1 (E)-3-(2-chlorobenzylidene)pyrrolidine-2,5-dione